(2S)-1-[3-cyano-6-methyl-4-(trifluoromethyl)-2-pyridinyl]-pyrrolidine-2-carboxylic acid tert-butyl ester C(C)(C)(C)OC(=O)[C@H]1N(CCC1)C1=NC(=CC(=C1C#N)C(F)(F)F)C